C1(CCCC1)C1=NN(C=C1)C(C)C1=NC(=NO1)C1CN(CC12CN(C2)C(=O)OC(C)(C)C)C(=O)OCC=C 6-allyl 2-(tert-butyl) 8-(5-(1-(3-cyclopentyl-1H-pyrazol-1-yl)ethyl)-1,2,4-oxadiazol-3-yl)-2,6-diazaspiro[3.4]octane-2,6-dicarboxylate